COCCCNCC1=CC=2C(=NC=CC2C=2C=C3C(=NNC3=CC2)N)N1 5-(2-(((3-methoxypropyl)amino)methyl)-1H-pyrrolo[2,3-b]pyridine-4-yl)-1H-indazol-3-amine